NOCCCCCCCCCCCCCCCCCC stearyl amino ether